N1=C(N=C(C=C1)N1C(C2=CC(=C(C=C2C1C1=NC=CC=C1)OC)OC)=O)C1=NC=CC=N1 2-([2,2'-bipyrimidin]-4-yl)-5,6-dimethoxy-3-(pyridin-2-yl)isoindolin-1-one